C(#N)C=1C=C(C=NC1)C1=NN2C(N=CC(=C2NC(C)C)C(=O)NC[C@H](C(C)(C)O)F)=C1 (R)-2-(5-cyanopyridin-3-yl)-N-(2-fluoro-3-hydroxy-3-methylbutyl)-7-(isopropylamino)pyrazolo[1,5-a]pyrimidine-6-carboxamide